(R)-tert-butyl 3-(2-(4-bromopicolinoyl) hydrazine-1-carbonyl)-3-fluoropiperidine-1-carboxylate BrC1=CC(=NC=C1)C(=O)NNC(=O)[C@@]1(CN(CCC1)C(=O)OC(C)(C)C)F